methyl 2-((4-(6-((4-cyano-2-fluorobenzyl) oxy) pyridin-2-yl) cyclohex-3-en-1-yl) methyl)-1-(((S)-oxetan-2-yl) methyl)-1H-imidazo[4,5-c]pyridine-6-carboxylate C(#N)C1=CC(=C(COC2=CC=CC(=N2)C2=CCC(CC2)CC=2N(C3=C(C=NC(=C3)C(=O)OC)N2)C[C@H]2OCC2)C=C1)F